2-(3-fluoro-4-methylphenyl)-5-((R)-1-((1s,4S)-4-(6-fluoroquinolin-4-yl)cyclohexyl)ethyl)-1,3,4-oxadiazole FC=1C=C(C=CC1C)C=1OC(=NN1)[C@H](C)C1CCC(CC1)C1=CC=NC2=CC=C(C=C12)F